palmiton sodium chloride [Cl-].[Na+].CCCCCCCCCCCCCCCC(=O)CCCCCCCCCCCCCCC